N-cyclopropyl-5-((2R)-2-(2-(2,3-dihydroxypropoxy)-5-fluorophenyl)pyrrolidin-1-yl)pyrazolo[1,5-a]pyrimidine-3-carboxamide C1(CC1)NC(=O)C=1C=NN2C1N=C(C=C2)N2[C@H](CCC2)C2=C(C=CC(=C2)F)OCC(CO)O